C1(CC1)N(C1CN(C1)C(=O)C=1C=C(CC2=NNC(C3=CC=CC=C23)=O)C=CC1F)C1CC1 4-(3-(3-(cyclopropylcyclopropylamino)azetidine-1-carbonyl)-4-fluorobenzyl)phthalazin-1(2H)-one